di-caprylyl ether C(CCCCCCC)(=O)OC(CCCCCCC)=O